[N+](=O)([O-])O[C@@H](COCCC(=O)OCCN1CCN(CC1)S(=O)(=O)C1=CC(=C(C=C1)OCCC)C=1NC(C2=C(N1)C(=CN2CC)CCC)=O)CO[N+](=O)[O-] 2-(4-(3-(5-ethyl-4-oxo-7-propyl-4,5-dihydro-3H-pyrrolo[3,2-d]pyrimidin-2-yl)-4-propoxyphenylsulfonyl)piperazin-1-yl)ethyl 3-[(2S)-2,3-bis(nitrooxy)propoxy]propanoate